7-methyl-4-(trifluoromethyl)indoline-2,3-dione CC=1C=CC(=C2C(C(NC12)=O)=O)C(F)(F)F